2-(4-{2-cyclopropyl-6-[(2-hydroxy-ethyl)-methyl-amino]-quinazolin-4-yl}-piperazin-1-yl)-cyclopentanol C1(CC1)C1=NC2=CC=C(C=C2C(=N1)N1CCN(CC1)C1C(CCC1)O)N(C)CCO